C(CCC)N(C1=C(C=NC2=CC=C(C=C12)OC(F)(F)F)S(=O)(=O)C1=CC(=C(C=C1)OC)OC)CCCC N,N-dibutyl-3-((3,4-dimethoxyphenyl)sulfonyl)-6-(trifluoromethoxy)quinolin-4-amine